(2R,3'S)-4,4-Difluoro-N-(3-(5-fluoro-2-((3-methoxy-1-methyl-1H-pyrazol-4-yl)amino)pyrimidine-4-yl)-1H-indol-7-yl)-1'-methyl-[1,3'-bipyrrolidine]-2-carboxamide FC1(C[C@@H](N(C1)[C@@H]1CN(CC1)C)C(=O)NC=1C=CC=C2C(=CNC12)C1=NC(=NC=C1F)NC=1C(=NN(C1)C)OC)F